3,5-dipyridyl-benzene N1=C(C=CC=C1)C=1C=CC=C(C1)C1=NC=CC=C1